2-[(1S,2S,4R)-bicyclo[2.2.1]hept-2-yl]-N-{1-oxo-4-[4-(trifluoromethyl)phenyl]phthalazin-2(1H)-yl}acetamide [C@H]12[C@@H](C[C@H](CC1)C2)CC(=O)NN2C(C1=CC=CC=C1C(=N2)C2=CC=C(C=C2)C(F)(F)F)=O